C=1(C(=CC=CC1)C(=O)OC1CCCCC1)C Cyclohexyl o-toluate